ClC1=CC=2N3[C@@H](CNC(C3=CC2S1)=O)C (12R)-4-Chloro-12-methyl-5-thia-1,10-diazatricyclo[6.4.0.02,6]dodeca-2(6),3,7-trien-9-one